CC=1OC=C(N1)C(CCC(=O)OC(C)(C)C)=O Tert-butyl 4-(2-methyloxazol-4-yl)-4-oxobutanoate